ClC1=CC(=C(C=N1)C1=NC(=CC=C1)F)NCC1(COC1)CO (3-(((6'-Chloro-6-fluoro-[2,3'-bipyridin]-4'-yl)amino)methyl)oxetan-3-yl)methanol